C(C)OC(CC(C)OC(CCCCC(=O)OC(C)CC(=O)OCC)=O)=O Bis-(4-ethoxy-4-oxo-butan-2-yl)-adipat